C(C1=CC=CC=C1)(=O)C1=C(C=C(C(=C1)C(C)=O)C(C1=CC=CC=C1)=O)C(C)=O 1,1'-(2,5-Dibenzoyl-1,4-phenylene)bis(ethan-1-one)